benzyl 2-isobutyl-2-(((S)-1-methoxy-1-oxo-3-((S)-2-oxo pyrrolidin-3-yl)propan-2-yl)carbamoyl)hydrazine-1-carboxylate C(C(C)C)N(NC(=O)OCC1=CC=CC=C1)C(N[C@H](C(=O)OC)C[C@H]1C(NCC1)=O)=O